C(C)OC(\C=C\CN(C=1N=C(SC1I)SC)C(=O)OC(C)(C)C)=O (E)-4-((tert-Butoxycarbonyl)(5-iodo-2-(methylthio)thiazol-4-yl)amino)but-2-enoic acid ethyl ester